OCCC=1OCCN1 hydroxyethyloxazolin